6-(2-chloro-5-fluoro-pyrimidin-4-yl)-4-fluoro-1-isopropyl-2-methyl-1H-benzoimidazole ClC1=NC=C(C(=N1)C=1C=C(C2=C(N(C(=N2)C)C(C)C)C1)F)F